C[NH+](C)CCCl.[Cl-] 2-dimethylaminochloroethane hydrochloride